C(CCCCCCCCCCC)C(C(=S)O)C.C([C@H](O)[C@H](O)CO)O.C([C@H](O)[C@H](O)CO)O.C([C@H](O)[C@H](O)CO)O.C([C@H](O)[C@H](O)CO)O.C([C@H](O)[C@H](O)CO)O pentaerythritol beta-dodecyl-thiopropionate